O[C@@H](CN1C(N(C2=C(C1=O)C(=C(S2)C(=O)OCC)C)CCC2=CC=CC=C2)=O)C ethyl 3-[(2R)-2-hydroxypropyl]-5-methyl-2,4-dioxo-1-(2-phenylethyl)-1H,2H,3H,4H-thieno[2,3-d]pyrimidine-6-carboxylate